3-[3-[N-(2-chloro-3-trifluoromethylbenzyl)-(2,2-diphenylethyl)amino]propoxy]phenylacetic acid hydrochloride salt Cl.ClC1=C(CN(CCCOC=2C=C(C=CC2)CC(=O)O)CC(C2=CC=CC=C2)C2=CC=CC=C2)C=CC=C1C(F)(F)F